(2S,3R)-2-[6-(benzoyloxy)-4-methyl-1,1-dioxo-3H-1lambda6,2,4-benzothiadiazin-2-yl]-3-(6-fluoro-2,3-dimethylphenyl)butanoic acid C(C1=CC=CC=C1)(=O)OC=1C=CC2=C(N(CN(S2(=O)=O)[C@H](C(=O)O)[C@H](C)C2=C(C(=CC=C2F)C)C)C)C1